ClC1=NC(=C(C=2N=C(N=C(C21)N2CCC=CC2)SC)F)Cl 5,7-dichloro-4-(3,6-dihydropyridin-1(2H)-yl)-8-fluoro-2-(methylthio)pyrido[4,3-d]pyrimidine